N-(undecane-1-ylcarbonyloxyethyl)morpholin C(CCCCCCCCCC)C(=O)OCCN1CCOCC1